(R)-3-((3-Methylquinolin-5-yl)amino)pyrrolidine-1-carboxylic acid tert-butyl ester C(C)(C)(C)OC(=O)N1C[C@@H](CC1)NC1=C2C=C(C=NC2=CC=C1)C